3-[(4-acetylphenylcarbamoyl) ureido]phenyl 4-tolylsulfonate C1(=CC=C(C=C1)S(=O)(=O)OC1=CC(=CC=C1)NC(=O)NC(NC1=CC=C(C=C1)C(C)=O)=O)C